(5-(2,6-difluoro-4-((isopropylamino)methyl)phenyl)-1H-pyrazolo[3,4-c]pyridin-3-yl)-3-methoxybenzamide FC1=C(C(=CC(=C1)CNC(C)C)F)C=1C=C2C(=CN1)NN=C2C2=C(C(=O)N)C=CC=C2OC